C1N(CCC2=CC=CC=C12)C[C@H](CN1CCN(C2=C(C1=O)C=CC(=C2)OC2CCN(CC2)C2COC2)C)O 4-[(2R)-3-(3,4-dihydro-1H-isoquinolin-2-yl)-2-hydroxy-propyl]-1-methyl-8-[[1-(oxetane-3-yl)-4-piperidyl]oxy]-2,3-dihydro-1,4-benzodiazepin-5-one